COC(CC=1C(=NC(=CC1)N1CC2CC2C1)C)=O 2-(6-{3-Azabicyclo[3.1.0]hex-3-yl}-2-methylpyridin-3-yl)acetic acid methyl ester